ethyl (S)-3-(3-(4-hydroxy-1-methyl-2-oxo-1,2-dihydropyridin-3-yl)ureido)-3-(3-(2-(trifluoro methyl)benzyl)phenyl)propanoate OC1=C(C(N(C=C1)C)=O)NC(N[C@@H](CC(=O)OCC)C1=CC(=CC=C1)CC1=C(C=CC=C1)C(F)(F)F)=O